NCCOCCNS(=O)(=O)C1=CC=C(C=C1)NC=1C=2N(C=CN1)C(=CN2)C2=C(C(=C(C=C2)OC)F)F N-[2-(2-aminoethoxy)ethyl]-4-[[3-(2,3-difluoro-4-methoxy-phenyl)imidazo[1,2-a]pyrazin-8-yl]amino]benzenesulfonamide